N1=CC=CC2=CC=CC(=C12)CN1CC2N(CC1)C(CNC2=O)=O 2-(quinoline-8-ylmethyl)hexahydro-2H-pyrazino[1,2-a]pyrazine-6,9-dione